COC(=O)C=1N=NC=C(C1NC1=CC=C(C=C1)SC)C1=C(C=CC=C1F)Cl (2-chloro-6-fluorophenyl)-4-((4-(methylthio)phenyl)amino)pyridazine-3-carboxylic acid methyl ester